[N+](=O)([O-])C1=C(C=CC=C1)N[C@@H](C)C=1SC=C(N1)CC (nitrophenyl)-(S)-1-(4-ethylthiazol-2-yl)ethylamine